5-cyano-N-(3-iodo-1H-indazol-5-yl)-3,4-dimethylpicolinamide C(#N)C=1C(=C(C(=NC1)C(=O)NC=1C=C2C(=NNC2=CC1)I)C)C